N-(3-(4,4-dimethyl-4H-cyclopenta[def]phenanthren-8-yl)phenyl)-N-phenyl-[1,1':4',1''-terphenyl]-3-amine CC1(C2=CC=CC3=CC(=C4C=CC=C1C4=C23)C=2C=C(C=CC2)N(C=2C=C(C=CC2)C2=CC=C(C=C2)C2=CC=CC=C2)C2=CC=CC=C2)C